methyl-(1-phenylethyl)tellurium C[Te]C(C)C1=CC=CC=C1